NC=1C=C(C=NC1)CN1CCOC=2C=3C1=NC=NC3C=C(C2Cl)C2=C(C(=CC(=N2)N(CC2=CC=C(C=C2)OC)CC2=CC=C(C=C2)OC)C)C(F)(F)F 6-(4-((5-aminopyridin-3-yl)methyl)-8-chloro-5,6-dihydro-4H-[1,4]oxazepino[5,6,7-de]quinazolin-9-yl)-N,N-bis(4-methoxybenzyl)-4-methyl-5-(trifluoromethyl)pyridin-2-amine